N1(CCC1)C(=O)C=1N=C2N(C3=C(C(=N[C@H]2C)C2=C(C=CC=C2F)F)C(=C(C=C3)Cl)Cl)C1 azetidin-1-yl-[(4S)-7,8-dichloro-6-(2,6-difluorophenyl)-4-methyl-4H-imidazo[1,2-a][1,4]benzodiazepin-2-yl]methanone